5-(2-(((3R,4R)-1-(cyclopropylsulfonyl)-3-hydroxypiperidin-4-yl)amino)-5-fluoropyrrolo[2,1-f][1,2,4]triazin-7-yl)-2-fluorobenzonitrile C1(CC1)S(=O)(=O)N1C[C@H]([C@@H](CC1)NC1=NN2C(C=N1)=C(C=C2C=2C=CC(=C(C#N)C2)F)F)O